1-(7-(8-Ethyl-7-fluoro-3-hydroxynaphthalen-1-yl)-8-fluoro-2-(((2R,7aS)-2-fluorotetrahydro-1H-pyrrolizin-7a(5H)-yl)methoxy)pyrido[4,3-d]pyrimidin-4-yl)pyrrolidin-3-ol C(C)C=1C(=CC=C2C=C(C=C(C12)C1=C(C=2N=C(N=C(C2C=N1)N1CC(CC1)O)OC[C@]12CCCN2C[C@@H](C1)F)F)O)F